3-(4-fluorophenyl)-N-(2-isopropoxy-6-(5,6,7,8-tetrahydroimidazo[1,2-a]pyrazin-3-yl)pyridin-3-yl)-5-methylisoxazole-4-carboxamide hydrochloride Cl.FC1=CC=C(C=C1)C1=NOC(=C1C(=O)NC=1C(=NC(=CC1)C1=CN=C2N1CCNC2)OC(C)C)C